methyl (2S)-2-[[(2S)-2-(tert-butoxycarbonylamino)-3-cyclopropyl-propanoyl]amino]-3-(2-pyridyl)propanoate C(C)(C)(C)OC(=O)N[C@H](C(=O)N[C@H](C(=O)OC)CC1=NC=CC=C1)CC1CC1